P(=O)(O)(O)O[C@H]([C@@H](N)C(=O)O)C phospho-D-threonine